ClC=1N=C(C2=C(N1)CCC2)N2CCC(CC2)(F)F 2-chloro-4-(4,4-difluoropiperidin-1-yl)-6,7-dihydro-5H-cyclopenta[d]pyrimidine